C(C)OC=1C=C(C=CC1C=1NC(C2=C(N1)NN=N2)=O)C2=CC(=C(C(=C2)F)O)F 5-(3-ethoxy-3',5'-difluoro-4'-hydroxy-[1,1'-biphenyl]-4-yl)-3,6-dihydro-7H-[1,2,3]triazolo[4,5-d]pyrimidin-7-one